4-(3-nitrophenyl)thiazol-2-amine hydrobromide salt Br.[N+](=O)([O-])C=1C=C(C=CC1)C=1N=C(SC1)N